C(#N)C1=CC=C2C=CN=C(C2=C1)NCCC(=O)OC(C)(C)C tert-butyl 3-[(7-cyano-1-isoquinolyl)amino]-propanoate